C(C)(C)(C)C1=CC=C(C=C1)C1=C2C=C(CC2=CC=C1)C 4-(4'-(t-butyl)phenyl)-2-methylindene